FC=1C=C(C(=C(C1)NC1=C(N=NC(=C1)NC1=NN(C(=C1)C(C)(C)O)C)C(=O)NC([2H])([2H])[2H])OC)C1=NC=C(C=N1)F 4-((5-fluoro-3-(5-fluoropyrimidin-2-yl)-2-methoxyphenyl)amino)-6-((5-(2-hydroxypropan-2-yl)-1-methyl-1H-pyrazol-3-yl)amino)-N-(methyl-d3)pyridazine-3-carboxamide